8-(benzyloxy)-8-oxooctanoic acid C(C1=CC=CC=C1)OC(CCCCCCC(=O)O)=O